tert-butyl (2-(4-(2-amino-4-ethyl-5-(4-hydroxyphenyl)pyridin-3-yl)phenoxy)ethyl)carbamate NC1=NC=C(C(=C1C1=CC=C(OCCNC(OC(C)(C)C)=O)C=C1)CC)C1=CC=C(C=C1)O